COC1=CC=C(C=C1)C1=NC2=CC=CC=C2C=C1 2-(4-methoxyphenyl)-quinoline